2-(5-{[(3R)-2-oxoazepan-3-yl]amino}[1,2,4]triazolo[1,5-c]quinazolin-2-yl)benzonitrile O=C1NCCCC[C@H]1NC1=NC=2C=CC=CC2C=2N1N=C(N2)C2=C(C#N)C=CC=C2